OCC1(CC1)NC1=NC=C(C(=N1)C1=CNC2=C(C=CC=C12)P(C)(C)=O)C(F)(F)F (3-(2-((1-(hydroxymethyl)cyclopropyl)amino)-5-(trifluoromethyl)pyrimidin-4-yl)-1H-indol-7-yl)Dimethylphosphine oxide